(1R,5S)-3-((1H-indol-6-yl)sulfonyl)-9-(4-hydroxyphenyl)-3,9-diazabicyclo[3.3.1]nonan-7-one N1C=CC2=CC=C(C=C12)S(=O)(=O)N1C[C@H]2CC(C[C@@H](C1)N2C2=CC=C(C=C2)O)=O